OC=1C=C(C=CC1)N1C(CCC1)=O 1-(3-hydroxyphenyl)-2-pyrrolidone